OC1=C(C=NC=C1)C(=O)[O-] 4-hydroxypyridine-3-carboxylate